Cl.Cl.COC1(CNC1)C1=CC=C(NC)C=C1 4-(3-methoxyazetidin-3-yl)-N-methylaniline dihydrochloride